OCC1C2C3CC(C(C2CC1)C3)CO 3,8-dihydroxymethyltricyclo[5.2.1.02,6]decane